3-(difluoromethyl)-1-(1,4-dioxaspiro[4.5]decane-8-yl)-1H-pyrazole FC(C1=NN(C=C1)C1CCC2(OCCO2)CC1)F